C(#N)C=1C(=NC(=NC1)NC1=C(C=C(C=C1)N1CCC(CC1)N1CCN(CC1)C)NC(C=C)=O)NC1=C(C=CC=C1)S(=O)(=O)C(C)C N-(2-((5-cyano-4-((2-(isopropylsulfonyl)phenyl)amino)pyrimidin-2-yl)amino)-5-(4-(4-methylpiperazin-1-yl)piperidin-1-yl)phenyl)acrylamide